C[C@@H]1N(CC1)C1=CN=CC2=NC=CC=C21 5-((S)-2-methylazetidin-1-yl)pyrido[3,4-b]pyridine